FC1(CN(C1)C1=NC(=CC(=N1)NC(C1=C(C=C(C=C1)I)N1CCC2(CC2)CC1)=O)C)F N-(2-(3,3-difluoroazetidin-1-yl)-6-methylpyrimidin-4-yl)-4-iodo-2-(6-azaspiro[2.5]oct-6-yl)benzamide